COCCOC=1C=C(C(=O)O)C=CC1 3-(2-methoxyethoxy)benzoic acid